OC[C@H](C1=CC(=NC=C1)OC)NC(CC)=O N-[(1S)-2-hydroxy-1-(2-methoxypyridin-4-yl)ethyl]propionamide